5-[(E)-2-(4-benzyloxybutoxy)vinyl]-2-chloro-pyrimidine C(C1=CC=CC=C1)OCCCCO/C=C/C=1C=NC(=NC1)Cl